3-([1,1'-biphenyl]-4-yl)-8-chloro-1,5-naphthyridine C1(=CC=C(C=C1)C=1C=NC2=C(C=CN=C2C1)Cl)C1=CC=CC=C1